CC1=C(N=CN1C1=C2C=CC=NC2=CC=C1)C(=O)NC1=CC(=NC=C1)C(F)(F)F 5-methyl-1-(quinolin-5-yl)-N-(2-(trifluoromethyl)pyridin-4-yl)-1H-imidazole-4-carboxamide